(S)-4-(6-(4-(1H-imidazol-1-yl)-2-(methoxymethoxy)phenyl)-1,2,4-triazin-3-yl)-2-isopropylpiperazine-1-carboxylic acid tert-butyl ester C(C)(C)(C)OC(=O)N1[C@H](CN(CC1)C=1N=NC(=CN1)C1=C(C=C(C=C1)N1C=NC=C1)OCOC)C(C)C